[Cl-].C(C=C)OCC1=C(C=CC=C1)CN [2-(allyloxymethyl)phenyl]methyl-amine chloride